N[C@@]1(CN(CC1)C1=C(C=NC=C1C1=CC(=CC(=C1)F)F)C(=O)NC(C)C(C)C)C 4-[(3S)-3-amino-3-methylpyrrolidin-1-yl]-5-(3,5-difluorophenyl)-N-(3-methylbutan-2-yl)pyridine-3-carboxamide